ClC=1C=CC(=NC1)NC=1SC=C(N1)C1=CC=C(C=N1)NC(C)=O N-(6-{2-[(5-chloropyridin-2-yl)amino]-1,3-thiazol-4-yl}pyridin-3-yl)acetamide